C/C(=C/C)/C=C(\C=C(/C=C/CC)\C)/C (2Z,4Z,6Z,8E)-3,5,7-trimethyl-2,4,6,8-undecatetraene